tert-butyl (3R)-3-{[(8-{benzyl[(tert-butoxy)carbonyl]amino}-3-(propan-2-yl)imidazo[1,2-b]pyridazin-6-yl)amino]methyl}piperidine-1-carboxylate C(C1=CC=CC=C1)N(C=1C=2N(N=C(C1)NC[C@@H]1CN(CCC1)C(=O)OC(C)(C)C)C(=CN2)C(C)C)C(=O)OC(C)(C)C